CCCC(CCC(CCCC)O)O undecane-4,7-diol